6-chloro-N-(4-chloro-5-phenoxy-2-pyridyl)pyrido[3,2-d]pyrimidin-4-amine ClC=1C=CC=2N=CN=C(C2N1)NC1=NC=C(C(=C1)Cl)OC1=CC=CC=C1